NC1=C(C=C(N=N1)C1=C(C=CC=C1)O)N1C[C@H]2CC[C@@H](C1)N2C2=CC(=CC(=C2)OC2CCNCC2)F 2-[6-amino-5-[(1R,5S)-8-[3-fluoro-5-(4-piperidyloxy)phenyl]-3,8-diazabicyclo[3.2.1]octan-3-yl]pyridazin-3-yl]phenol